1-((1-(2-(4-fluorophenyl)-2-oxoethyl)piperidin-4-yl)methyl)-3-(5-(methoxymethyl)pyridin-2-yl)-1-methylurea FC1=CC=C(C=C1)C(CN1CCC(CC1)CN(C(=O)NC1=NC=C(C=C1)COC)C)=O